CCCCCCCCCCCCCCCCCCCCCCCCCC(=O)N[C@@H](COP(=O)(O)OC1[C@@H]([C@H](C([C@H]([C@H]1O)O)O)O)O)[C@@H](C(CCCCCCCCCCCCCCCC)O)O The molecule is a ceramide phosphoinositol compound having a hexacosanoyl group amide-linked to a C20 phytosphingosine base, with no additional hydroxylation of the very-long-chain fatty acid.